C(CCCCCCCCCCCCCCCCC)NC(CCCCCCCCCCC\C=C/CCCCCCCC)=O N-stearyl-erucic amide